FC1=C(C=CC(=C1)N1N=NC(=C1)C[Si](C)(C)C)CO (2-fluoro-4-(4-((trimethylsilyl)methyl)-1H-1,2,3-triazol-1-yl)phenyl)methanol